(2S)-1-O-β-D-glucosylglycerol [C@@H]1([C@@H](O)[C@@H](O)[C@H](O)[C@H](O1)CO)OCC(O)CO